benzyl (R)-(7-(4,4-difluoropiperidin-1-yl)chroman-3-yl)carbamate FC1(CCN(CC1)C1=CC=C2C[C@H](COC2=C1)NC(OCC1=CC=CC=C1)=O)F